1-[3-hydroxy-2-(5H-imidazo[1,5-b]isoindol-5-yl)-7-azaspiro[3.5]nonan-7-yl]propan-1-one OC1C(CC12CCN(CC2)C(CC)=O)C2N1C(C=3C=CC=CC23)=CN=C1